SELENOPHENE [Se]1C=CC=C1